methyl 2-((4-(7-(((2S,5R)-5-((tert-butoxycarbonyl)amino)tetrahydro-2H-pyran-2-yl)methyl)-2,7-diazaspiro[3.5]nonan-2-yl)pyrimidin-5-yl)oxy)-5-fluorobenzoate C(C)(C)(C)OC(=O)N[C@@H]1CC[C@H](OC1)CN1CCC2(CN(C2)C2=NC=NC=C2OC2=C(C(=O)OC)C=C(C=C2)F)CC1